C(CC)C1CCN(CC1)C1=CC=C(N)C=C1 4-(4-propylpiperidin-1-yl)aniline